BrC1=C(C(=CC=C1)[N+](=O)[O-])OC1=C(C=CC=C1)F 1-bromo-2-(2-fluorophenoxy)-3-nitrobenzene